N-phenethylthiophene-2-carboxamide C(CC1=CC=CC=C1)NC(=O)C=1SC=CC1